1-amyl-dimethyl-chlorosilane Benzyl-(3S,5R)-4-(3-((5-((2-cyanoethyl)(methoxycarbonyl)amino)pyridin-2-yl)oxy)propyl)-3,5-dimethylpiperazine-1-carboxylate C(C1=CC=CC=C1)OC(=O)N1C[C@@H](N([C@@H](C1)C)CCCOC1=NC=C(C=C1)N(C(=O)OC)CCC#N)C.C(CCCC)[Si](Cl)(C)C